7-(2-(1H-imidazol-1-yl)-2-methylpropyloxy)-1-(cyclopropylmethyl)-1H-indole-2-carbaldehyde N1(C=NC=C1)C(COC=1C=CC=C2C=C(N(C12)CC1CC1)C=O)(C)C